ClC=1C(=NC=C(C1NC=1C(=C2C(N(C=NC2=CC1)C)=O)C)F)NS(=O)(=O)CC1CC1 N-(3-chloro-4-((3,5-dimethyl-4-oxo-3,4-dihydroquinazolin-6-yl)amino)-5-fluoropyridin-2-yl)-1-cyclopropylmethanesulfonamide